S1C(=CC=C1)CCCC(=O)O 4-(thiophen-2-yl)butanoic acid